C1(CC1)CN1C(N(C(C2=CC(=C(C=C12)F)S(NC1(CC1)C)(=O)=O)=O)NC(C=C)=O)=O N-(1-(cyclopropylmethyl)-7-fluoro-6-(N-(1-methylcyclopropyl)sulfamoyl)-2,4-dioxo-1,4-dihydroquinazolin-3(2H)-yl)acrylamide